FC1=C(C(=CC(=C1)OC)F)[C@H]1[C@@H](C(NC1)=O)NC(=S)NNC(C1=CC=C(C=C1)SC(F)(F)F)=O N-((3S,4R)-4-(2,6-difluoro-4-methoxyphenyl)-2-oxopyrrolidin-3-yl)-2-(4-((trifluoromethyl)thio)benzoyl)hydrazine-1-thiocarboxamide